2-(1-(3,5-difluorophenyl)-2-hydroxyethyl)isoindolin-1-one FC=1C=C(C=C(C1)F)C(CO)N1C(C2=CC=CC=C2C1)=O